7-[2-(3-chloro-2-pyridyl)-5-(2,2,2-trifluoroethoxy)pyrazol-3-yl]-2,2-difluoro-5-methyl-[1,3]dioxolo[4,5-f][3,1]benzoxazin-9-one ClC=1C(=NC=CC1)N1N=C(C=C1C1=NC2=C(C(O1)=O)C1=C(C=C2C)OC(O1)(F)F)OCC(F)(F)F